FC1=C(C(=CC=C1)C)N1CCC(CC1)N1C(N(C=2C(C1)=CN(N2)CC2(COC2)O)CC2=C(C=CC=C2)C(F)(F)F)=O 5-[1-(2-Fluoro-6-methyl-phenyl)-piperidin-4-yl]-2-(3-hydroxy-oxetan-3-ylmethyl)-7-(2-trifluoromethylbenzyl)-2,4,5,7-tetrahydro-pyrazolo[3,4-d]pyrimidin-6-one